i-Propanthiol C(C)(C)S